3-(4-Chloro-2-fluorophenyl)-6-(trifluoromethyl)pyrimidin-2,4(1H,3H)-dion ClC1=CC(=C(C=C1)N1C(NC(=CC1=O)C(F)(F)F)=O)F